BrC=1C=C(C=NC(C(=O)OC)CC2=CC=C(C=C2)O)C=CC1 methyl 2-(3-bromobenzylideneamino)-3-(4-hydroxyphenyl)propanoate